2-Buten-1-one C(C=CC)=O